ClC1=CC(=C(O[C@H](C(=O)O)C)C=C1Cl)C1=NOC=C1 (2S)-2-[4,5-dichloro-2-(1,2-oxazol-3-yl)phenoxy]propionic acid